ClC1=NC=C(C(=N1)NCC(C)(C)C)C1=CC=C(C(=O)NC)C=C1 4-(2-chloro-4-(neopentylamino)pyrimidin-5-yl)-N-methylbenzamide